bis(2,6-dimethylphenyl)carbodiimide CC1=C(C(=CC=C1)C)N=C=NC1=C(C=CC=C1C)C